[Pd+2].ClC=1C(=NC2=C3N=CC=CC3=CC=C2C1)Cl dichloro(1,10-phenanthroline) palladium (II)